P(=O)(O)(O)OC[C@@H](COC(CCCCCCCCCCC)=O)O 1-dodecanoyl-sn-glycerol 3-phosphate